2-methyl-5-[5-methyl-4-({[7-(oxane-4-carbonyl)-5H,6H,7H,8H-pyrido[3,4-c]pyridazin-3-yl]oxy}methyl)-1,2-oxazol-3-yl]pyridine CC1=NC=C(C=C1)C1=NOC(=C1COC1=CC2=C(N=N1)CN(CC2)C(=O)C2CCOCC2)C